ethyl (4aS,7aR)-3-fluoro-1,3-dimethyl-2-oxooctahydro-4aH-cyclopenta[b]pyridine-4a-carboxylate FC1(C[C@@]2([C@H](N(C1=O)C)CCC2)C(=O)OCC)C